tert-butyl (S)-4-((1-bromovinyl)sulfonyl)-3-(cyanomethyl)piperazine-1-carboxylate BrC(=C)S(=O)(=O)N1[C@H](CN(CC1)C(=O)OC(C)(C)C)CC#N